3-fluoro-3-(methoxy(methyl)carbamoyl)azetidine-1-carboxylate FC1(CN(C1)C(=O)[O-])C(N(C)OC)=O